C(#N)CCOPN(C(C)C)C(C)C (2-cyanoethoxy)(diisopropylamino)Phosphine